CC1=C[C@H]2[C@@H](CCC(=C2CC1)C)C(C)C δ-CADINENE